N-(2-fluoro-4-pyridinyl)-1,5-naphthyridin-2-amine FC1=NC=CC(=C1)NC1=NC2=CC=CN=C2C=C1